C(C)(C)(C)OC(=O)C1=C(N=CS1)NC1=CC=NC2=C(C(=CC=C12)C=1C=NN(C1C)CC12CC3CC(CC(C1)C3)C2)C(=O)OC 4-((7-(1-(adamantan-1-ylmethyl)-5-methyl-1H-pyrazol-4-yl)-8-(methoxycarbonyl)quinolin-4-yl)amino)thiazole-5-carboxylic acid tert-butyl ester